N-(1-isopropoxyethyl)isobutyramide C(C)(C)OC(C)NC(C(C)C)=O